methyl methacrylate (3-ethyloxetan-3-yl)methyl-methacrylate C(C)C1(COC1)COC(C(=C)C)=O.C(C(=C)C)(=O)OC